ClC1=C(C=CC=C1)NC1=C(C=CC=C1)O 2-((2-chlorophenyl)amino)phenol